S-(4-Cyanophenyl)-S-methyl-sulfoximine C(#N)C1=CC=C(C=C1)S(=O)(=N)C